glyceryl mono-trans-oleate C(CCCCCCC\C=C\CCCCCCCC)(=O)OCC(O)CO